ClC=1C=C2C=C(C(NC2=CC1F)=O)[C@H](C)NC1=CC=C(N(C1=O)C)C#N 5-{[(1S)-1-(6-Chloro-7-fluoro-2-oxo-1,2-dihydrochinolin-3-yl)ethyl]amino}-1-methyl-6-oxo-1,6-dihydropyridin-2-carbonitril